ClC1=NC=CC(=C1)CNC(C)=O N-[(2-chloropyridin-4-yl)methyl]-acetamid